(6-(difluoromethyl)imidazo[1,2-a]pyridin-2-yl)((3R,3'R)-3'-hydroxy-1,4-dihydro-2H-spiro[isoquinoline-3,4'-piperidin]-1'-yl)methanone FC(C=1C=CC=2N(C1)C=C(N2)C(=O)N2C[C@H]([C@@]1(CC2)NCC2=CC=CC=C2C1)O)F